NCCOCCOCCOCCOCCOCCNC(CNC([C@@H](NC(CNC(CNC([O-])=O)=O)=O)CC1=CC=CC=C1)=O)=O (S)-(29-amino-7-benzyl-2,5,8,11-tetraoxo-15,18,21,24,27-pentaoxa-3,6,9,12-tetraazanonacosyl)carbamate